(4'-diethylamino-2'-hydroxybenzoyl)benzoic acid C(C)N(C1=CC(=C(C(=O)C2=C(C(=O)O)C=CC=C2)C=C1)O)CC